5,5-dibromo-2-chloro-5H,6H,7H-pyrrolo[2,3-d]pyrimidin-6-one BrC1(C(NC=2N=C(N=CC21)Cl)=O)Br